N-((S)-1-((3R,5'S)-5'-cyano-2-oxospiro[indoline-3,3'-pyrrolin]-1'-yl-4',4'-d2)-4-methyl-1-oxopentan-2-yl)-4,6-difluoro-N-methyl-1H-indole-2-carboxylic acid amide C(#N)[C@@H]1C([C@@]2(CN1C([C@H](CC(C)C)N(C(=O)C=1NC3=CC(=CC(=C3C1)F)F)C)=O)C(NC1=CC=CC=C12)=O)([2H])[2H]